2-methylpropanedialdehyde CC(C=O)C=O